2-((1-Methyl-1H-pyrazol-3-yl)oxy)-1-(4-(5-(trifluoromethyl)-1,2,4-oxadiazol-3-yl)phenyl)ethan-1-on CN1N=C(C=C1)OCC(=O)C1=CC=C(C=C1)C1=NOC(=N1)C(F)(F)F